(E)-2-(1,2-bis(4-fluorophenyl)vinyl)quinoline FC1=CC=C(C=C1)/C(=C\C1=CC=C(C=C1)F)/C1=NC2=CC=CC=C2C=C1